CN(C=1C(C(=O)O)=CC=CC1)C1=CC=C(C=C1)OC N-methyl-N-(4-methoxyphenyl)anthranilic acid